(S)-4-((2-(1H-pyrazol-4-yl)ethyl)amino)-5,6-dimethyl-N-(1-(pyridin-4-yl)ethyl)pyrimidine-2-carboxamide N1N=CC(=C1)CCNC1=NC(=NC(=C1C)C)C(=O)N[C@@H](C)C1=CC=NC=C1